2,4,4,6-tetrabromocyclohex-2,5-dienone BrC=1C(C(=CC(C1)(Br)Br)Br)=O